NCCN1C[C@H]([C@@H](C1)NC(=O)C1CC(C1)(F)F)NC(=O)C1CC(C1)(F)F N-[(3R,4R)-1-(2-aminoethyl)-4-(3,3-difluorocyclobutaneamido)pyrrolidin-3-yl]-3,3-difluorocyclobutane-1-carboxamide